(S)-1-(4-(difluoromethoxy)phenyl)ethanamine FC(OC1=CC=C(C=C1)[C@H](C)N)F